BrC=1C(=C(C=CC1F)NS(=O)(=O)C=1C=NC=C(C1)C(F)(F)F)F N-(3-bromo-2,4-difluorophenyl)-5-(trifluoromethyl)pyridine-3-sulfonamide